C12COCC2C1C=1N=C2N(C=C(N=C2OC)NC(C2=NC(=CC=C2)C(F)F)=O)C1 N-(2-(3-oxabicyclo[3.1.0]hexan-6-yl)-8-methoxyimidazo[1,2-a]pyrazin-6-yl)-6-(difluoromethyl)picolinamide